5-(phenylsulfonyl)-5H-pyrrolo[2,3-b]pyrazine-6-carbaldehyde C1(=CC=CC=C1)S(=O)(=O)N1C(=CC=2C1=NC=CN2)C=O